N-((7-(5-(difluoromethyl)-1,3,4-oxadiazol-2-yl)imidazo[1,2-a]pyridin-2-yl)methyl)-N-(3-fluorophenyl)-1-(spiro[3.3]hept-2-yl)piperidine-4-carboxamide FC(C1=NN=C(O1)C1=CC=2N(C=C1)C=C(N2)CN(C(=O)C2CCN(CC2)C2CC1(C2)CCC1)C1=CC(=CC=C1)F)F